BrC1=CC(=C(C=C1)[C@@H](C(F)(F)F)N(C(=O)C1CC1)C)C N-[(1S)-1-(4-bromo-2-methylphenyl)-2,2,2-trifluoroethyl]-N-methylcyclopropanecarboxamide